C(=O)(O)CCCS(=O)(=O)O carboxypropyl-sulfonic acid